N-(Cyanomethyl)-4-(5-methyl-2-((1-(piperidin-4-yl)-1H-pyrazol-4-yl)amino)pyrimidin-4-yl)benzamide Hydrochloride Cl.C(#N)CNC(C1=CC=C(C=C1)C1=NC(=NC=C1C)NC=1C=NN(C1)C1CCNCC1)=O